FC1(C(C2=C(C(=C=C=C12)OC=1C=C(C(=O)N)C=C(C1)C(F)F)I)O)F 3-(8,8-difluoro-7-hydroxy-5-iodobicyclo[4.2.0]oct-1,3,5-triene-2-enyloxy)-5-difluoromethylbenzamide